C(C)(C)(C)OCCN(CC[C@@H](C(=O)O)NC(=O)N1[C@@H](CC[C@H]1C)C)CCCCC1=NC=2NCCCC2C=C1 (2S)-4-[2-tert-butoxyethyl-[4-(5,6,7,8-tetrahydro-1,8-naphthyridin-2-yl)butyl]amino]-2-[[(2R,5R)-2,5-dimethylpyrrolidine-1-carbonyl]amino]butanoic acid